C1(=CC(=CC(=C1)C1=NC2=C(N1C1=CC=CC=C1)C=CC=C2)C2=NC1=C(N2C2=CC=CC=C2)C=CC=C1)C1=NC2=C(N1C1=CC=CC=C1)C=CC=C2 2,2',2''-(1,3,5-benzenetriyl)-tris(1-Phenyl-1H-benzoimidazole)